3-(2,2-difluorocyclopropyl)benzonitrile FC1(C(C1)C=1C=C(C#N)C=CC1)F